n-Propyl 1-[[2-(4-chloro-2,6-dimethyl-phenyl)acetyl]amino]-4-oxo-cyclohexanecarboxylate ClC1=CC(=C(C(=C1)C)CC(=O)NC1(CCC(CC1)=O)C(=O)OCCC)C